3-((2S)-3-(8-(3-(6-aminopyridin-3-ylamino)phenylsulfonyl)-1-oxa-8-azaspiro[4.5]dec-3-ylamino)propoxy)-benzenesulfonamide NC1=CC=C(C=N1)NC=1C=C(C=CC1)S(=O)(=O)N1CCC2(CC(CO2)NCCCOC=2C=C(C=CC2)S(=O)(=O)N)CC1